Cl[C@H]1[C@@H](O[C@@H]([C@H]1O)CO)N1C=NC=2C(N)=NC=NC12 2'-deoxy-2'-chloroadenosine